(4-(3-(4-(tert-butoxycarbonyl)piperazin-1-yl)propoxy)phenyl)boronic acid C(C)(C)(C)OC(=O)N1CCN(CC1)CCCOC1=CC=C(C=C1)B(O)O